m-xylene-α,α'-diol C1(=CC(=CC=C1)CO)CO